(3R)-3-amino-7-(5-tert-butyl-1,3,4-oxadiazol-2-yl)-8-fluoro-5-[[4-(2-hydroxyethoxy)phenyl]methyl]-1,1-dioxo-2,3-dihydro-1lambda6,5-benzothiazepin-4-one N[C@H]1CS(C2=C(N(C1=O)CC1=CC=C(C=C1)OCCO)C=C(C(=C2)F)C=2OC(=NN2)C(C)(C)C)(=O)=O